(2R)-1-[2-[2-[5-bromo-2-(8-chloro-4-oxo-chromen-2-yl)-4-methyl-phenoxy]ethoxy]ethyl]pyrrolidine-2-carboxylic acid BrC=1C(=CC(=C(OCCOCCN2[C@H](CCC2)C(=O)O)C1)C=1OC2=C(C=CC=C2C(C1)=O)Cl)C